methyl 5-(2-bromo-3-oxopropyl)-2-methoxy-4-methylbenzoate BrC(CC=1C(=CC(=C(C(=O)OC)C1)OC)C)C=O